tert-butyl (R)-2-(6-(5-chloro-2-((oxan-4-yl)amino)pyrimidin-4-yl)-1-oxoisoindolin-2-yl)butanoate ClC=1C(=NC(=NC1)NC1CCOCC1)C1=CC=C2CN(C(C2=C1)=O)[C@@H](C(=O)OC(C)(C)C)CC